ClC1=C(C=CC(=C1)Cl)N1CCC2(CC1)C=1C=CC(=NC1CN(C2)C[C@H]2C[C@@H](CN2)O)C2=C(C=CC=C2)OCC (3S,5R)-5-[[1'-(2,4-dichlorophenyl)-2-(2-ethoxyphenyl)spiro[6,8-dihydro-1,7-naphthyridine-5,4'-piperidine]-7-yl]methyl]pyrrolidin-3-ol